N1C(=NC=C1)C(=O)NCCCC1CC(C1)C(=O)OC (1R*,3S*)-Methyl 3-(3-(1H-imidazole-2-carboxamido)propyl)cyclobutanecarboxylate